CC1(CC=2N3CCN(C(C3=CC2C1)=O)C1=NC=CC(=C1C=O)I)C 2-[4,4-dimethyl-9-oxo-1,10-diazatricyclo[6.4.0.0^[2,6]]dodeca-2(6),7-dien-10-yl]-4-iodopyridine-3-carbaldehyde